COC1=CC(=C(C(=O)O)C=C1C=1SC=CC1)C=1C(=CC=2C3=C(COC2C1)C(=C(S3)C)C)C(=O)OC 4-methoxy-2-(8-(methoxycarbonyl)-2,3-dimethyl-4H-thieno[3,2-c]chromen-7-yl)-5-(thiophen-2-yl)benzoic acid